1-(4-fluorophenethyl)-4-(4,4,5,5-tetramethyl-1,3,2-dioxaborolan-2-yl)-1H-pyrazole FC1=CC=C(CCN2N=CC(=C2)B2OC(C(O2)(C)C)(C)C)C=C1